C(C)(=O)OI1(OC(C2=C1C=CC=C2)=O)(OC(C)=O)OC(C)=O 1,1-diacetoxy-3-oxo-1,3-dihydrobenzo[d][1,2]iodoxole-1-yl acetate